CN1N=C(C(=C1)C1=C2C(=NC=C1)NC=C2)C=2C=NC(=CC2)C 4-[1-methyl-3-(6-methyl-3-pyridinyl)pyrazol-4-yl]-1H-pyrrolo[2,3-b]Pyridine